cyclopentyltriphenylphosphine iodide [I-].C1(CCCC1)C1=C(C=CC=C1)P(C1=CC=CC=C1)C1=CC=CC=C1